CC=1SC2=C(N1)C=CC(=C2)C=2N=NN(C2)C2OCCCC2 (4-(2-methylbenzo[d]thiazol-6-yl)-1H-1,2,3-triazol-1-yl)tetrahydro-2H-pyran